[C@@H]12N(C[C@@H](NC1)C2)C=2C=CC=1N=CN=C(C1N2)NC2=CC(=C(C=C2)C2(CC2)C#N)Cl 1-(4-((6-((1S,4S)-2,5-Diazabicyclo[2.2.1]heptan-2-yl)pyrido[3,2-d]pyrimidin-4-yl)amino)-2-chlorophenyl)cyclopropane-1-carbonitrile